C1(CC1)C=1SC2=NC(=CC=C2N1)C(C)N1C[C@@H](N(C[C@H]1CC)C=1C=2N(N(C(C1)=O)C)C=C(N2)CC#N)CC 2-(8-((2S,5R)-4-(1-(2-cyclopropylthiazolo[5,4-b]pyridin-5-yl)ethyl)-2,5-diethylpiperazin-1-yl)-5-methyl-6-oxo-5,6-dihydroimidazo[1,2-b]pyridazin-2-yl)acetonitrile